undecanoic acid anion C(CCCCCCCCCC)(=O)[O-]